C(C)N1N=C(C=C1)N1CCN(CC1)C(C(C)(C)C)=O 1-[4-(1-ethyl-1H-pyrazol-3-yl)piperazin-1-yl]-2,2-dimethylpropan-1-one